CC1=CC=C(S1)C1=NC=2C(=C3C(=NC2)N(C=C3)S(=O)(=O)C3=CC=CC=C3)N1[C@@H]1CC[C@H](CC1)C#N trans-4-(2-(5-methylthiophen-2-yl)-6-(phenylsulfonyl)imidazo[4,5-d]Pyrrolo[2,3-b]Pyridin-1(6H)-yl)cyclohexanecarbonitrile